C(C)(C)(C)C1=CC=CC2=CC3=CC=CC=C3C(=C12)OC(=O)C1C(C2C=CC1C2)C(=O)O 1-(tert-butyl)-9-[2-carboxy(3,6-methano-4-cyclohexenyl)]carbonyloxyanthracene